(isobutyryloxy)methyl 4-((4'-(trifluoromethoxy)-[1,1'-biphenyl]-4-yl)thio)-1H-1,2,3-triazole-5-carboxylate FC(OC1=CC=C(C=C1)C1=CC=C(C=C1)SC=1N=NNC1C(=O)OCOC(C(C)C)=O)(F)F